BrC=1C(=C(C=NC1)C)C 5-bromo-3,4-dimethylpyridin